piperidine-3-carboxylic acid isopropylamide C(C)(C)NC(=O)C1CNCCC1